C(C)(C)(C)OC(=O)N1CC2=CC=C(C=C2CC1)CSC1=NC(=C(C(=C1C#N)CC)C#N)N(C)C 6-(((3,5-dicyano-6-(dimethylamino)-4-ethylpyridin-2-yl)sulfanyl)methyl)-3,4-dihydroisoquinoline-2(1H)-carboxylic acid tert-butyl ester